C(CC[C@@H](C(=O)O)NC(=O)C1=CC=C(N2C=[N+]3C=4C(NC(=NC4NCC3C2)N)=O)C=C1)(=O)O 5,10-methenyl-tetrahydrofolic acid